anthraquinone-2,7-disulfonic acid diammonium salt [NH4+].[NH4+].C1=C(C=CC=2C(C3=CC=C(C=C3C(C12)=O)S(=O)(=O)[O-])=O)S(=O)(=O)[O-]